chloro-4-(3-chloroanilino)-2'-[(2R)-3-hydroxy-2-methylpropyl]-6'-methoxy-2',3'-dihydrospiro[cyclohexane-1,1'-isoindole]-4-carboxylic acid ClC1N(C2(C3=CC(=CC=C13)OC)CCC(CC2)(C(=O)O)NC2=CC(=CC=C2)Cl)C[C@H](CO)C